2-(4-methylphenoxy)but-3-en-1-ol CC1=CC=C(OC(CO)C=C)C=C1